(R)-N'-((3,3-dimethyl-1,2,3,5,6,7-hexahydrodicyclopenta[b,e]pyridin-8-yl)carbamoyl)-1-phenyl-1H-pyrazole-3-sulfonimidamide CC1(CCC=2C1=NC1=C(C2NC(=O)N=[S@](=O)(N)C2=NN(C=C2)C2=CC=CC=C2)CCC1)C